2-[5-(2-{5-[(3R,5R)-3-amino-5-fluoropiperidine-1-carbonyl]-7-methoxy-1-methyl-1H-1,3-benzodiazol-2-yl}-1-(cyclopropylmethyl)-1H-pyrrolo[2,3-b]pyridin-6-yl)pyridin-2-yl]acetamide N[C@H]1CN(C[C@@H](C1)F)C(=O)C1=CC2=C(N(C(=N2)C2=CC=3C(=NC(=CC3)C=3C=CC(=NC3)CC(=O)N)N2CC2CC2)C)C(=C1)OC